Tris(methoxyphenyl)phosphonium 2-(3-benzoylphenyl)propionate C(C1=CC=CC=C1)(=O)C=1C=C(C=CC1)C(C(=O)[O-])C.COC1=C(C=CC=C1)[PH+](C1=C(C=CC=C1)OC)C1=C(C=CC=C1)OC